rac-Methyl 4-fluoro-2-((4-(3-(6-formamidopyridin-2-yl)-4H-1,2,4-triazol-4-yl)pentyl)oxy)benzoate FC1=CC(=C(C(=O)OC)C=C1)OCCC[C@@H](C)N1C(=NN=C1)C1=NC(=CC=C1)NC=O |r|